COCOC1=CC=C(C(=O)N)C=C1 p-(methoxymethoxy)benzamide